C(C)(=O)O[C@@H]1C=C(C[C@H]([C@@H]1OC(C)=O)OC(C)=O)C(=O)O (3R,4S,5R)-3,4,5-triacetoxy-cyclohex-1-ene-1-carboxylic acid